(3S,4R)-1-[2-(3-chlorophenyl)ethyl]-3-[(4-methanesulfonylphenoxy)methyl]-4-methylpyrrolidine ClC=1C=C(C=CC1)CCN1C[C@H]([C@H](C1)C)COC1=CC=C(C=C1)S(=O)(=O)C